methylenebisoleyl-amide C=CCCCCCCC\C=C/CCCCCCCC[N-]CCCCCCCC\C=C/CCCCCCCC